tert-Butyl 4-(3-benzyloxycarbonyl-4-methyl-phenyl)-3-methyl-piperazine-1-carboxylate Palladium(II) acetate C(C)(=O)[O-].[Pd+2].C(C1=CC=CC=C1)OC(=O)C=1C=C(C=CC1C)N1C(CN(CC1)C(=O)OC(C)(C)C)C.C(C)(=O)[O-]